(5-bromo-4-chloro-6-methoxy-pyrimidin-2-yl)amine BrC=1C(=NC(=NC1OC)N)Cl